2'-acetyl-2',6,10,13-tetramethyl-7,8,10,12,13,14,15,16-octahydrospiro[cyclopenta[a]phenanthrene-17,4'-[1,3]dioxane]-3,5'(6H)-dione C(C)(=O)C1(OCC(C2(O1)CCC1C3CC(C4=CC(C=CC4(C3=CCC12C)C)=O)C)=O)C